C(CCC)OC(=O)C1=NC=C(C=C1)C#CC1=C(C=CC=C1)NS(=O)(=O)C=1C=CC(=C2C=CC=NC12)OC.[N+](=O)([O-])C1=CC=C(C(=O)NC2=C(C=CC(=C2)Cl)O)C=C1 4-nitro-N-(5-chloro-2-hydroxyphenyl)benzamide Butyl-5-{2-[2-(5-methoxychinolin-8-sulfonamido)phenyl]ethynyl}pyridin-2-carboxylat